2-((4-chlorobenzyl)oxy)-5-(1-methyl-4-(trifluoromethyl)-1H-pyrrol-2-yl)pyridin-4-ol ClC1=CC=C(COC2=NC=C(C(=C2)O)C=2N(C=C(C2)C(F)(F)F)C)C=C1